C(CCC)C(C(=O)O)(CCCCCCCC)CCCC 2,2-dibutyldecanoic acid